(2S,5R)-5-(2-chlorophenyl)-1-(4-(2-methylthiophene-3-yl)benzoyl)pyrrolidine-2-carboxylic acid ClC1=C(C=CC=C1)[C@H]1CC[C@H](N1C(C1=CC=C(C=C1)C1=C(SC=C1)C)=O)C(=O)O